1-((1-((R)-3-Cyclohexyl-2-methylpropanoyl)-4-hydroxy-3,3-dimethylpiperidin-4-yl)methyl)-5-(morpholine-4-carbonyl)-4-phenylpyridin C1(CCCCC1)C[C@H](C(=O)N1CC(C(CC1)(O)CN1CC=C(C(=C1)C(=O)N1CCOCC1)C1=CC=CC=C1)(C)C)C